1,3,5-trivinylnaphthalene C(=C)C1=CC(=CC2=C(C=CC=C12)C=C)C=C